C(C1=CC=CC=C1)N1C=NN(C1=O)C1CC(N(CC1)C(=O)OC(C)(C)C)=O tert-butyl 4-(4-benzyl-5-oxo-4,5-dihydro-1H-1,2,4-triazol-1-yl)-2-oxopiperidine-1-carboxylate